FC(C=1N=C2N(C(C1C=1C=NN(C1)CCC(F)(F)F)=O)CCC2)(F)F 2-(trifluoromethyl)-3-[1-(3,3,3-trifluoropropyl)-1H-pyrazol-4-yl]-4H,6H,7H,8H-pyrrolo[1,2-a]pyrimidin-4-one